ClC=1C=2N(C=CC1)C(=NN2)SCCCOC2=C(OC1=CC=CC=C1C2=O)C2=CC(=CC=C2)F 3-(3-((8-chloro-[1,2,4]triazolo[4,3-a]pyridin-3-yl)thio)propoxy)-2-(3-fluorophenyl)-4H-chromen-4-one